C1(CCCC1)N(C(NCC1=C(N=NN1C)C1=CC=C(C(=N1)C(F)(F)F)O[C@@H]1C[C@H](CCC1)C(=O)O)=O)C |r| (+/-)-(1S,3S)-3-((6-(5-((3-cyclopentyl-3-methylureido)methyl)-1-methyl-1H-1,2,3-triazol-4-yl)-2-(trifluoromethyl)pyridin-3-yl)oxy)cyclohexane-1-carboxylic acid